N-methyl-para-methylaniline CNC1=CC=C(C=C1)C